[Cl-].CC=1NC=C[NH+]1 Methylimidazolium chlorid